(3-(tert-butyl)-1-(quinolin-6-yl)-1H-pyrazol-5-yl)-3-(2-(methylthio)-4-((3-keto-3,4-dihydropyrido[2,3-b]pyrazin-8-yl)oxy)phenyl)urea C(C)(C)(C)C1=NN(C(=C1)NC(=O)NC1=C(C=C(C=C1)OC1=CC=NC=2NC(C=NC21)=O)SC)C=2C=C1C=CC=NC1=CC2